NC1=CC2=C(OCCN(S2(=O)=O)C2=CC=C(C=C2)OC)C=C1 8-amino-2-(4-methoxyphenyl)-3,4-dihydro-2H-benzo[b][1,4,5]oxathiazepine 1,1-dioxide